NC=1C=C(C=CC1)NC(OC(C)(C)C)=O Tert-butyl (3-aminophenyl)carbamate